OC(C)(C)C=1C=C(C=NC1)[C@@H](CC(=O)O)N1N=CC2=CC(=CC=C12)OCCC1=NC=2NCCCC2C=C1 (R)-3-(5-(2-hydroxypropan-2-yl)pyridin-3-yl)-3-(5-(2-(5,6,7,8-tetrahydro-1,8-naphthyridin-2-yl)ethoxy)-1H-indazol-1-yl)propanoic acid